FC1=C(C#N)C=C(C(=C1)F)C(=C)C 2,4-Difluoro-5-(prop-1-en-2-yl)benzonitrile